D-3-chloro-biphenylpyruvate ClC1=C(C(=CC=C1)C1=CC=CC=C1)CC(C(=O)[O-])=O